BrC=1C=NC=CC1C(CCC=CC)NC1=CC=C(C=C1)OC N-(1-(3-bromopyridin-4-yl)hex-4-en-1-yl)-4-methoxyaniline